CN(C1CCC(CC1)NC=1N=CC2=C(N1)N(C(C(=C2)C2=CC(=C(C(=C2)F)NS(=O)(=O)CC2=CC=CC=C2)F)=O)C(C)C)C N-(4-(2-(((1r,4r)-4-(Dimethylamino)cyclohexyl)amino)-8-isopropyl-7-oxo-7,8-dihydropyrido[2,3-d]pyrimidin-6-yl)-2,6-difluorophenyl)-1-phenylmethanesulfonamide